4-((4-((cyclopropylmethyl)(4-fluoro-2-methoxyphenyl)amino)cyclohexyl)(methyl)amino)-1-methyl-2-oxo-1,2-dihydro-1,5-naphthyridine-3-carbonitrile C1(CC1)CN(C1CCC(CC1)N(C1=C(C(N(C2=CC=CN=C12)C)=O)C#N)C)C1=C(C=C(C=C1)F)OC